n-Propyltrimethoxysilane CCC[Si](OC)(OC)OC